3-{2-[3-[(3,5-difluoro-4-methanesulfonylphenoxy)methyl]-4-methylpyrrolidin-1-yl]ethyl}benzonitrile FC=1C=C(OCC2CN(CC2C)CCC=2C=C(C#N)C=CC2)C=C(C1S(=O)(=O)C)F